C1(CC1)C1=NC(=C(C#N)C=C1)NC1=C(C=CC=C1)C 6-cyclopropyl-2-(o-tolylamino)nicotinonitrile